C(C=C)(=O)OCCCCCC[NH+]1CCCC1 1-(6-(acryloyloxy)hexyl)pyrrolidinium